C(C)(C)(C)OC(=O)N[C@H](COC=1C(=C(C=C(C1)C)CCCCCC(=O)OC)F)CCC(N)=O methyl 6-[3-[(2S)-2-[(tert-butoxycarbonyl)amino]-4-carbamoylbutoxy]-2-fluoro-5-methylphenyl]hexanoate